FC=1C(=NC(=NC1)N[C@H]1[C@@H](COCC1)O)C1=C2OCC(N3C(NC(C(=C1)F)=C32)C)C (3S,4R)-4-((5-Fluoro-4-(8-Fluoro-2,3-dimethyl-3,4-dihydro-5-oxa-1,2a-diazaacenaphthene-6-yl)pyrimidin-2-yl)amino)tetrahydro-2H-pyran-3-ol